[Si](C1=CC=CC=C1)(C1=CC=CC=C1)(C(C)(C)C)O[C@H](CC(=O)N(C)OC)CN(C)CC (R)-3-((tert-butyldiphenylsilyl)oxy)-4-(ethyl-(methyl)amino)-N-methoxy-N-methylbutanamide